NC1=NC=NC=2C3=C(CC(C12)(C)C)C(=C(C=C3)Br)N(C)C[C@@H]3CNC(O3)=O (5S)-5-[[(4-amino-8-bromo-5,5-dimethyl-6H-benzo[h]quinazolin-7-yl)-methyl-amino]methyl]oxazolidin-2-one